C1(=CCCCC1)B1OC(C(O1)(C)C)(C)C 2-cyclohexenyl-4,4,5,5-tetramethyl-1,3,2-dioxaborolane